ClCC(=O)N1CC=2N(CC(C1)O)N=CC2 2-chloro-1-(7-hydroxy-7,8-dihydro-4H-pyrazolo[1,5-a][1,4]diazepin-5(6H)-yl)ethanone